(S)-3-(2-(6-(Pyridin-4-yl)-2,6-diazaspiro[3.3]heptan-2-yl)ethyl)-2-oxaspiro[4.5]decan-1-on N1=CC=C(C=C1)N1CC2(CN(C2)CC[C@H]2OC(C3(C2)CCCCC3)=O)C1